CC1(OCC(O1)C1=NN=C(O1)C1=C(NC2=CC=C(C=C2)C(F)(F)F)C=CC=C1)C 2-[5-(2,2-dimethyl-1,3-dioxolan-4-yl)-1,3,4-oxadiazol-2-yl]-N-[4-(trifluoromethyl)phenyl]aniline